FC1=CC(=CC=2N(C=NC21)C/C=C/[C@H]2NCCC[C@@H]2O)F (2R,3S)-2-((E)-3-(4,6-difluoro-1H-benzo[d]imidazol-1-yl)prop-1-en-1-yl)piperidin-3-ol